N-(6-(3-azabicyclo[3.1.0]hexan-3-yl)-5-chloro-4-(1-(cyclopropylmethyl)piperidin-4-yl)pyridin-2-yl)-5-cyclopropylpyrazin-2-amine C12CN(CC2C1)C1=C(C(=CC(=N1)NC1=NC=C(N=C1)C1CC1)C1CCN(CC1)CC1CC1)Cl